ClC=1C(=C(C=CC1)NC1=C(C(=O)NC2=CC(=C(C=C2)N2CCNCC2)[N+](=O)[O-])C=CC=C1)C 2-((3-chloro-2-methylphenyl)amino)-N-(3-nitro-4-(piperazin-1-yl)phenyl)benzamide